7-nitroindole [N+](=O)([O-])C=1C=CC=C2C=CNC12